8-bromo-2-(methylsulfinyl)-7-(pyridin-2-yl)pyrazolo[1,5-a][1,3,5]triazin-4(3H)-one BrC=1C(=NN2C1N=C(NC2=O)S(=O)C)C2=NC=CC=C2